FC1=C(OC[C@@H](/C=C/[C@H]2[C@@H](C[C@@H]3OC[C@H](CC[C@@H]32)CCCC(=O)OCCCO)O)O)C=C(C=C1)F 3-hydroxypropyl 4-{(3S,5aR,6R,7R,8aS)-6-[(E,3R)-4-(2,5-difluorophenoxy)-3-hydroxy-1-buten-1-yl]-7-hydroxyoctahydro-2H-cyclopenta[b]oxepin-3-yl}butanoate